(E)-4-(3-(4-(methylthio)phenyl)-3-oxoprop-1-en-1-yl)benzoic acid CSC1=CC=C(C=C1)C(/C=C/C1=CC=C(C(=O)O)C=C1)=O